C(C(=C)C)(=O)OCCCC(OP(=O)([O-])O)C[N+](C)(C)C methacryloxypropyl-phosphocholine